C12(CC3CC(CC(C1)C3)C2)CN2N=CC(=C2C)C2=CC=C3C(=CC=NC3=C2C(=O)OC)NC(=O)OC(C)(C)C methyl 7-(1-(adamantan-1-ylmethyl)-5-methyl-1H-pyrazol-4-yl)-4-((tert-butoxycarbonyl)amino)quinoline-8-carboxylate